N1CC(C1)C1=CC=C(N=N1)C1=C(C=C(C=C1)Br)O 2-(6-(azetidin-3-yl)pyridazin-3-yl)-5-bromophenol